2-fluoro-N-(4-((4-(imidazo[1,2-a]pyridin-7-yloxy)-2-methoxy-5-methylphenyl)amino)-7-methoxyquinazolin-6-yl)-3-(1-methylpyrrolidin-2-yl)acrylamide FC(C(=O)NC=1C=C2C(=NC=NC2=CC1OC)NC1=C(C=C(C(=C1)C)OC1=CC=2N(C=C1)C=CN2)OC)=CC2N(CCC2)C